1-(3-chloropropyl)-4-((4-((6-methoxy-2-(4-methoxyphenyl)benzo[b]thiophen-3-yl)oxy)phenoxy)methyl)piperidine ClCCCN1CCC(CC1)COC1=CC=C(C=C1)OC=1C2=C(SC1C1=CC=C(C=C1)OC)C=C(C=C2)OC